(2S,3R)-3-HYDROXY-N,N-BIS(4-METHOXYBENZYL)-1-((S)-TETRAHYDROFURAN-2-YL)HEX-5-ENE-2-SULFONAMIDE O[C@@H]([C@H](C[C@H]1OCCC1)S(=O)(=O)N(CC1=CC=C(C=C1)OC)CC1=CC=C(C=C1)OC)CC=C